BrC1=C(C=C(N(CCC(=O)O)CCC(=O)O)C=C1)O 3-[4-bromo-N-(2-carboxyethyl)-3-hydroxy-anilino]propanoic acid